ClC[C@@H](COC1=C(C=C(C=C1)C(C)(C)C1=CC=C(C=C1)OC[C@H](CN1N=NC(=C1I)CO)O)Cl)O (R)-1-chloro-3-(2-chloro-4-(2-(4-((S)-2-hydroxy-3-(4-(hydroxymethyl)-5-iodo-1H-1,2,3-triazol-1-yl)propoxy)phenyl)propan-2-yl)phenoxy)propan-2-ol